C(C)(=O)NC1=NC=CC(=C1)C1=C(N=C(N1COCC[Si](C)(C)C)SC)C=1C=C(C=CC1)NC(C1=CC=NC=C1)=O N-(3-(5-(2-acetamidopyridin-4-yl)-2-(methylthio)-1-((2-(trimethylsilyl)ethoxy)methyl)-1H-imidazol-4-yl)phenyl)isonicotinamide